C(COCCSC1C(OC2=CC=CC=C2C1)=O)OCCSC1C(OC2=CC=CC=C2C1)=O (((ethane-1,2-diylbis(oxy))bis(ethane-2,1-diyl))bis(sulfanediyl))bis(chroman-2-one)